N-(4-(ethylsulfonyl)benzyl)-1H-indole C(C)S(=O)(=O)C1=CC=C(CN2C=CC3=CC=CC=C23)C=C1